O[C@H]1[C@@H](CCCC1)NC=1N=NC(=C2C1C=NC=C2)C=2C(=C1CCC1=CC2)O |r| 3-[4-[[rac-(1R,2R)-2-Hydroxycyclohexyl]amino]pyrido[3,4-d]pyridazin-1-yl]bicyclo[4.2.0]octa-1,3,5-trien-2-ol